nonafluoro-4-(trifluoromethyl)-3-pentanone FC(C(C(C(C(F)(F)F)(F)F)=O)(C(F)(F)F)F)(F)F